FC=1C=C2C(C(=CN(C2=CC1F)C1=CC=C(C=C1)OCC1=CC=C(C=C1)OC)C(=O)OCC)=O ethyl 6,7-difluoro-1-(4-((4-methoxybenzyl)oxy)phenyl)-4-oxo-1,4-dihydroquinoline-3-carboxylate